Methyl (S)-3'-ethyl-5-hydroxy-1-oxo-3,4,5',6',7',8'-hexahydro-1H-[2,5'-biisoquinoline]-7-carboxylate C(C)C=1N=CC=2CCC[C@@H](C2C1)N1C(C2=CC(=CC(=C2CC1)O)C(=O)OC)=O